NC1=C(C(N(C2=CC(=CC=C12)Br)C1=CC=C(C=C1)[N+](=O)[O-])=O)C(=O)O 4-Amino-7-bromo-1-(4-nitrophenyl)-2-oxo-1,2-dihydroquinolin-3-carboxylic acid